N-tert-butyl-4-[[2-(5-chloro-2-methoxy-phenyl)acetyl]amino]-5-fluoro-pyridine-2-carboxamide C(C)(C)(C)NC(=O)C1=NC=C(C(=C1)NC(CC1=C(C=CC(=C1)Cl)OC)=O)F